5-(5-fluoro-2-(1-oxo-2,3-dihydro-1H-benzo[c]azepin-7-ylamino)pyrimidin-4-ylamino)benzo[d]oxazol-2(3H)-one formate salt C(=O)O.FC=1C(=NC(=NC1)NC1=CC2=C(C(NCC=C2)=O)C=C1)NC=1C=CC2=C(NC(O2)=O)C1